N4-[2-(dimethylphosphoryl)-4-methylphenyl]-N2-(piperidin-3-yl)-5-(trifluoromethyl)pyrimidine-2,4-diamine CP(=O)(C)C1=C(C=CC(=C1)C)NC1=NC(=NC=C1C(F)(F)F)NC1CNCCC1